C(C)(C)(C)OC(=O)N1CCC(CC1)C=1C=NC(=NC1)C=1C(=NOC1C1CC1)C1=NN(C2=NC=NC(=C21)N)C(C)C.NC2=C(C(=O)NC(C)(C)C)C=CC(=C2)Br 2-amino-4-bromo-N-(tert-butyl)benzamide tert-butyl-4-[2-[3-(4-amino-1-isopropyl-pyrazolo[3,4-d]pyrimidin-3-yl)-5-cyclopropyl-isoxazol-4-yl]pyrimidin-5-yl]piperidine-1-carboxylate